C(C1=CC=CC=C1)N1N=CC(=C1)C=1C(=CC(N(C1)C)=O)C1=NC=CC=C1 5'-(1-benzyl-1H-pyrazol-4-yl)-1'-methyl-[2,4'-bipyridin]-2'(1'H)-one